[3-[[1-(1,3-benzothiazol-2-yl)-2-[3-[(E)-N'-hydroxycarbamimidoyl]phenyl]ethyl]sulfamoyl]phenyl]pyrimidine-4-carboxamide S1C(=NC2=C1C=CC=C2)C(CC2=CC(=CC=C2)\C(\N)=N/O)NS(=O)(=O)C=2C=C(C=CC2)C2=NC=CC(=N2)C(=O)N